C12CN(CC(CC1)N2)C=2C=CC(=C(C(=O)NC1(CC1)C1=C3C=CC=NC3=CC(=C1)C1=NN(C=C1)C)C2)C 5-(3,8-diazabicyclo[3.2.1]octan-3-yl)-2-methyl-N-(1-(7-(1-methyl-1H-pyrazol-3-yl)quinolin-5-yl)cyclopropyl)benzamide